NC1=C(C2=NC(=CC=C2N1C1=C(C=CC(=C1)O)C)CCCN1CCOCC1)C(=O)N 2-amino-1-(5-hydroxy-2-methyl-phenyl)-5-(3-morpholinopropyl)pyrrolo[3,2-b]pyridine-3-carboxamide